FC1(CNCCC1N1CCCCC1)F 3',3'-difluoro-[1,4'-bipiperidin]